3-ethyl-2-[(11R)-11-methyl-9-oxo-1,10,19-triazatricyclo[10.5.2.015,18]nonadeca-12(19),13,15(18),16-tetraen-17-yl]pyrazolo[1,5-a]pyridine-6-carboxylic acid C(C)C=1C(=NN2C1C=CC(=C2)C(=O)O)C2=CC=1C=CC=3[C@H](NC(CCCCCCCN2C1N3)=O)C